2-Bromo-8-chloro-2-fluoro-6-methoxy-3,4-dihydronaphthalen-1(2H)-one BrC1(C(C2=C(C=C(C=C2CC1)OC)Cl)=O)F